(4-amino-1-methyl-1H-pyrazolo[4,3-c][1,7]naphthyridin-8-yl)((4aS,9aR)-7-(trifluoromethyl)-2,3,9,9a-tetrahydroindeno[2,1-b][1,4]oxazin-4(4aH)-yl)methanone NC1=NC=2C=NC(=CC2C2=C1C=NN2C)C(=O)N2[C@@H]1[C@H](OCC2)CC=2C=C(C=CC21)C(F)(F)F